ClC1=C(C=CC=C1)[C@H]1CC[C@H](N1C(=O)C1=CC=C(C=C1)C1=C(C=CC=C1)C)C(=O)O (2s,5r)-5-(2-chlorophenyl)-1-(2'-methyl-[1,1'-biphenyl]-4-carbonyl)pyrrolidine-2-carboxylic acid